Cl.ClC1=CC=C2C(=C(N(C2=C1C=1C(=NN2C1COCC2)CC)CCN2CCNCC2)C(=O)O)CCCOC2=CC=CC1=CC(=CC=C21)F 6-chloro-7-(2-ethyl-6,7-dihydro-4H-pyrazolo[5,1-c][1,4]oxazin-3-yl)-3-(3-((6-fluoronaphthalen-1-yl)oxy)propyl)-1-(2-(piperazin-1-yl)ethyl)-1H-indole-2-carboxylic acid hydrochloride